C(C)(C)(C)OC(NCCC1=CN(C2=CC=CC=C12)C)=O (2-(1-methyl-1H-indol-3-yl)ethyl)carbamic acid tert-butyl ester